5-amino-N-cyclopropyl-7-(2-(4-(2-fluoro-5-(oxazol-2-yl)phenyl)piperazin-1-yl)ethyl)-9-methyl-2-(pyridin-2-yl)-7H-pyrrolo[3,2-e][1,2,4]triazolo[1,5-c]pyrimidine-8-carboxamide NC1=NC2=C(C=3N1N=C(N3)C3=NC=CC=C3)C(=C(N2CCN2CCN(CC2)C2=C(C=CC(=C2)C=2OC=CN2)F)C(=O)NC2CC2)C